CC1N(CCC(C1)N1C[C@@H](OC[C@@H]1CC1=CC=C(C=C1)Cl)C)C#N methyl-(Z)-4-((2S,5S)-5-(4-chlorobenzyl)-2-methylmorpholino)-N-cyanopiperidine